N[C@@H]1CN(C[C@@H]([C@]1(C)O)C)C1=C2C(=NC=C1NC(=O)C1=NC(=C(C=C1)F)C1=C(C=CC=C1F)F)[C@@H](CC2)O N-{4-[(3R,4S,5S)-3-amino-4-hydroxy-4,5-dimethylpiperidin-1-yl]-(7R)-7-hydroxy-6,7-dihydro-5H-cyclopenta[b]pyridin-3-yl}-6-(2,6-difluorophenyl)-5-fluoropyridine-2-carboxamide